5-amino-6-carbamoyl-4-(3-hydroxy-2,6-dimethylphenyl)-4H-thieno[3,2-b]pyrrole-2-carboxylic acid methyl ester COC(=O)C1=CC=2N(C(=C(C2S1)C(N)=O)N)C1=C(C(=CC=C1C)O)C